2-Hydroxy-4-((2S)-1-((5-methoxy-7-methyl-1H-indol-4-yl)methyl)-4-(3,3,3-trifluoropropyl)piperazin-2-yl)benzoic acid OC1=C(C(=O)O)C=CC(=C1)[C@@H]1N(CCN(C1)CCC(F)(F)F)CC1=C2C=CNC2=C(C=C1OC)C